5-Methyl-5-(4-methylpent-3-enyl)furan-2-one CC1(C=CC(O1)=O)CCC=C(C)C